The molecule is a flavanone glycoside that is (+)-taxifolin substituted by an alpha-D-arabinopyranosyl residue at position 3. It has a role as a metabolite. It is an alpha-D-arabinopyranoside, a member of 3'-hydroxyflavanones, a flavanone glycoside, a monosaccharide derivative, a tetrahydroxyflavanone and a member of 4'-hydroxyflavanones. It derives from an alpha-D-arabinopyranose and a (+)-taxifolin. C1[C@H]([C@H]([C@@H]([C@H](O1)O[C@@H]2[C@H](OC3=CC(=CC(=C3C2=O)O)O)C4=CC(=C(C=C4)O)O)O)O)O